C(CCC)[Sn](C(=C)OCC)(CCCC)CCCC tributyl-(1-ethoxy-vinyl)-stannane